sorbitol hexaoleate C(CCCCCCC\C=C/CCCCCCCC)(=O)OC[C@H](OC(CCCCCCC\C=C/CCCCCCCC)=O)[C@@H](OC(CCCCCCC\C=C/CCCCCCCC)=O)[C@H](OC(CCCCCCC\C=C/CCCCCCCC)=O)[C@H](OC(CCCCCCC\C=C/CCCCCCCC)=O)COC(CCCCCCC\C=C/CCCCCCCC)=O